4-bromo-N-(4-bromo-3,5-difluoro-phenyl)-3-fluoro-benzamide BrC1=C(C=C(C(=O)NC2=CC(=C(C(=C2)F)Br)F)C=C1)F